C(C1=CC=CC=C1)N1N=C(C=2C1=NC(=NC2)NCC2=C(C=C(C=C2)OC)OC)Br 1-Benzyl-3-bromo-N-[(2,4-dimethoxyphenyl)methyl]-1H-pyrazolo[3,4-d]pyrimidin-6-amine